(-)-Dibenzoyltartaric acid C1=CC=C(C=C1)C(=O)OC(C(C(=O)O)OC(=O)C2=CC=CC=C2)C(=O)O